1,1-difluoroethylcarbamate FC(C)(F)NC([O-])=O